N(C1=CC=CC=C1)C1=NC(=NC(=N1)N(C)CCO)NC=1C=C(C(=CC1)C=CC=1C(=CC(=CC1)NC1=NC(=NC(=N1)NC1=CC=CC=C1)N(CCO)C)S(=O)(=O)O)S(=O)(=O)O.[Na].[Na] disodium 4,4'-bis[(4-anilino-6-(N-2-hydroxyethyl-N-methylamino)-s-triazin-2-yl)amino]2,2'-stilbenedisulfonic acid